[Ru](Cl)Cl.CC1C(=C(C(=C1C)C)C)C (pentamethylcyclopentadiene) ruthenium (II) chloride